C=1N=CN2C1C1=CC=CC=C1[C@H]2[C@H]2[C@@H](C(COC2)(C)C)O (4S,5R)-5-((R)-5H-Imidazo[5,1-a]isoindol-5-yl)-3,3-dimethyltetrahydro-2H-pyran-4-ol